methyl tertiary butyl ketoxime C(C)(C)(C)C(=NO)C